(S)-2-((4-((4-(tert-butoxycarbonyl)-2,6-difluorobenzyl)oxy)-6-methylpyridin-3-yl)ethynyl)morpholine-4-carboxylic acid tert-butyl ester C(C)(C)(C)OC(=O)N1C[C@@H](OCC1)C#CC=1C=NC(=CC1OCC1=C(C=C(C=C1F)C(=O)OC(C)(C)C)F)C